tungsten 2-ethylhexanoate C(C)C(C(=O)[O-])CCCC.[W+4].C(C)C(C(=O)[O-])CCCC.C(C)C(C(=O)[O-])CCCC.C(C)C(C(=O)[O-])CCCC